9-(4-acryloylpiperazin-1-yl)-3-(2-chloro-6-fluorophenyl)-10-fluoro-5-(4-methoxybenzyl)phenanthridin-6(5H)-one C(C=C)(=O)N1CCN(CC1)C1=CC=C2C(N(C=3C=C(C=CC3C2=C1F)C1=C(C=CC=C1F)Cl)CC1=CC=C(C=C1)OC)=O